tert-butyl ((1S,2S,4R)-7-(5-iodo-3-methyl-4-oxo-7-((2-(trimethylsilyl)ethoxy)methyl)-4,7-dihydro-3H-pyrrolo[2,3-d]pyrimidin-2-yl)-7-azabicyclo[2.2.1]heptan-2-yl)(methyl)carbamate IC1=CN(C=2N=C(N(C(C21)=O)C)N2[C@@H]1[C@H](C[C@H]2CC1)N(C(OC(C)(C)C)=O)C)COCC[Si](C)(C)C